4-[(E)-2-(5,6,7,8-tetrahydro-5,5,8,8-tetramethyl-2-naphthalenyl)-1-propenyl]benzoic acid CC1(C=2C=CC(=CC2C(CC1)(C)C)/C(=C/C1=CC=C(C(=O)O)C=C1)/C)C